tert-butyl (3R)-3-[5-chloro-6-(2-cyano-3,6-difluoro-phenoxy)-4-oxo-quinazolin-3-yl]-8-azaspiro[4.5]decane-8-carboxylate ClC1=C2C(N(C=NC2=CC=C1OC1=C(C(=CC=C1F)F)C#N)[C@@H]1CCC2(C1)CCN(CC2)C(=O)OC(C)(C)C)=O